pyrazolo[1,5-a]pyridine hydrochloride salt Cl.N1=CC=C2N1C=CC=C2